ClC=1C(=NC=CC1C1=NC(=C(C=C1)CNC[C@H]1NC(CC1)=O)OC)C=1C(=C(C=CC1)NC(C1=NC=C(C=C1)CN[C@@H](CO)C(C)C)=O)C N-(3-(3'-chloro-6-methoxy-5-(((((S)-5-oxopyrrolidin-2-yl)methyl)amino)methyl)-[2,4'-bipyridin]-2'-yl)-2-methylphenyl)-5-((((R)-1-hydroxy-3-methylbutan-2-yl)amino)methyl)picolinamide